CN1C[C@@H](CC1)OC1=CC=C2C(=CC(OC2=C1)=O)C1=C(C=CC=C1)C (R)-7-((1-methylpyrrolidin-3-yl)oxy)-4-(o-tolyl)-2H-chromen-2-one